C(=O)N.[Cl] chlorine formamide